1-(6-(4-(3H-imidazo[4,5-b]pyridin-7-yl)-1H-pyrazol-1-yl)pyridin-3-yl)cyclopropanecarbonitrile N1=CNC2=NC=CC(=C21)C=2C=NN(C2)C2=CC=C(C=N2)C2(CC2)C#N